OC(=O)C(F)(F)F.CNCC=1OC=C(N1)C(=O)O 2-((methylamino)methyl)oxazole-4-carboxylic acid TFA salt